4-methyl-N-(phenylaminomethylthio)benzimidazole tert-butyl-4-(5-chloro-7-{8-fluoro-2-methylimidazo[1,2-a]pyridin-6-yl}-1,8-naphthyridin-3-yl)piperazine-1-carboxylate C(C)(C)(C)OC(=O)N1CCN(CC1)C=1C=NC2=NC(=CC(=C2C1)Cl)C=1C=C(C=2N(C1)C=C(N2)C)F.CC2=CC=CC=1N(C=NC12)SCNC1=CC=CC=C1